sodium tosylate 1,1-difluoro-3-methylbutan-2-yl-((2S)-1-(((2S)-4-(cyclopropylamino)-3-hydroxy-4-oxo-1-((S)-2-oxopyrrolidin-3-yl)butan-2-yl)amino)-4-methyl-1-oxopentan-2-yl)carbamate FC(C(C(C)C)N(C([O-])=O)[C@H](C(=O)N[C@@H](C[C@H]1C(NCC1)=O)C(C(=O)NC1CC1)O)CC(C)C)F.S(=O)(=O)(O)C1=CC=C(C)C=C1.[Na+]